[N+](#[C-])C1=C(C=CC=C1)N(C)C1=CC2=CC=CC=C2C=C1 N-(2-isocyano-phenyl)-N-methyl-2-naphthylamine